3-(1-phenylpyrazole-4-yl)bicyclo[1.1.1]pentane-1-carboxylic acid methyl ester COC(=O)C12CC(C1)(C2)C=2C=NN(C2)C2=CC=CC=C2